dicyclohexyl-[2-(2,4,6-triisopropylphenyl)phenyl]phosphane Chloromethyl-pivalate ClCCC(C(=O)O)(C)C.C1(CCCCC1)P(C1=C(C=CC=C1)C1=C(C=C(C=C1C(C)C)C(C)C)C(C)C)C1CCCCC1